C[SiH](C1C(=C(C(=C1C)C)C)C)CCCCCC methylhexyl-(2,3,4,5-tetramethylcyclopentadienyl)silane